CC1=NN(C(=C1)N1CCN(CC1)[C@H]1C[C@H](NC1)C(=O)N1CSCC1)C1=CC=CC=C1 3-{(2S,4S)-4-[4-(3-methyl-1-phenyl-1H-pyrazol-5-yl)piperazin-1-yl]pyrrolidin-2-ylcarbonyl}thiazolidine